FC=1C=C2[C@H]([C@@H](C(OC2=CC1)(C)C)O)NC(=O)C=1C=C2[C@@H](CC(OC2=CC1)(C)C)N1C(N[C@](CC1=O)(C)C(C)C)=N (R)-N-((3S,4R)-6-fluoro-3-hydroxy-2,2-dimethylchroman-4-yl)-4-((S)-2-imino-4-isopropyl-4-methyl-6-oxotetrahydropyrimidin-1(2H)-yl)-2,2-dimethylchromane-6-carboxamide